C1(CC1)CNC=1SC(=CC1C1=CN(C(C2=CC=CC=C12)=O)C)S(=O)(=O)CC 4-[2-(cyclopropylmethylamino)-5-ethylsulfonylthiophen-3-yl]-2-methylisoquinolin-1-one